2-methoxy-1-butanol COC(CO)CC